C1(CCC12CCNCC2)NC(C2=CC=CC=C2)=O N-(7-azaspiro[3.5]non-1-yl)benzamide